(S)-2-((4-(methoxy-methyl)-5-(4-(4-methylisoxazol-3-yl)phenyl)pyridin-2-yl)amino)-6,6a,7,8-tetrahydro-9H-pyrido[2,3-b]pyrrolo[1,2-d][1,4]oxazin-9-one COCC1=CC(=NC=C1C1=CC=C(C=C1)C1=NOC=C1C)NC1=CC2=C(OC[C@H]3N2C(CC3)=O)N=C1